BrC=1N=C2C(=NC1)N(C(=N2)C)CC(F)F 5-bromo-1-(2,2-difluoroethyl)-2-methylimidazo[4,5-b]pyrazine